C(C=C)(=O)N[C@@H]1[C@@H](CCCC1)NC(=O)C=1SC=2N=CC=C3N(C(NC1C23)=O)C=2C=NC(=CC2C)OC=2N=NC=CC2 N-((1R,2S)-2-Acrylamidocyclohexyl)-5-(4-methyl-6-(pyridazin-3-yloxy)pyridin-3-yl)-4-oxo-4,5-dihydro-3H-1-thia-3,5,8-triazaacenaphthylene-2-carboxamide